tert-butyl 1-(1-(3-(2,6-bis(benzyloxy) pyridin-3-yl)-1-methyl-1H-indazol-7-yl) piperidin-4-yl)-3-methyl-5,6-dihydroimidazo[1,5-a]pyrazine-7(8H)-carboxylate C(C1=CC=CC=C1)OC1=NC(=CC=C1C1=NN(C2=C(C=CC=C12)N1CCC(CC1)C=1N=C(N2C1CN(CC2)C(=O)OC(C)(C)C)C)C)OCC2=CC=CC=C2